FC(C=1C=C(C=CC1)CCCCC(=O)O)(F)F 3-(trifluoromethyl)-benzenepentanoic acid